14-oxo-4,7,10-trioxa-13-azaheptadecanoate O=C(NCCOCCOCCOCCC(=O)[O-])CCC